C[C@@H]1N([C@H](CC(C1)=O)C)C(=O)OC(C)(C)C tert-Butyl 2,6-trans-dimethyl-4-oxopiperidine-1-carboxylate